C(C)(=O)C=1C=CN2C3=C(C(=C2C1)C1=CC=C(C=C1)N(CC)CC)CN(C3=O)CCCNC(OC(C)(C)C)=O tert-butyl (3-(7-acetyl-9-(4-(diethylamino)phenyl)-3-oxo-1H-pyrrolo[3,4-b]indolizin-2(3H)-yl)propyl)carbamate